NC=1C(=NC(=CN1)C1=CC=C(C=C1)S(=O)(=O)C(C)C)C1=CC(=NO1)C1=CC=C(C=C1)NC(=O)NC 1-(4-(5-(3-Amino-6-(4-(isopropylsulfonyl)phenyl)pyrazin-2-yl)isoxazol-3-yl)phenyl)-3-methylurea